(4,8-bis(5-(2-ethylhexyl)thiophen-2-yl)benzo[1,2-b:4,5-b']dithiophene-2,6-diyl)bis(trimethylstannane) C(C)C(CC1=CC=C(S1)C1=C2C(SC(=C2)[Sn](C)(C)C)=C(C2=C1SC(=C2)[Sn](C)(C)C)C=2SC(=CC2)CC(CCCC)CC)CCCC